[Si](C)(C)(C(C)(C)C)OCCOC=1C=C(C(=O)OC)C=C(C1[N+](=O)[O-])NC[C@H]1OCC1 Methyl 3-[2-[tert-butyl(dimethyl)silyl]oxyethoxy]-4-nitro-5-[[(2S)-oxetan-2-yl]methylamino]benzoate